7-(5-{[(2R,3S,5S)-2-fluoro-8-azabicyclo[3.2.1]octan-3-yl](methyl)amino}pyrazin-2-yl)-3-methylimidazo[1,2-b]pyridazin-8-ol F[C@@H]1C2CC[C@@H](C[C@@H]1N(C=1N=CC(=NC1)C1=C(C=3N(N=C1)C(=CN3)C)O)C)N2